5-(2,6-dimorpholinopyrimidin-4-yl)-4-(trifluoromethyl)pyridin-2-amine O1CCN(CC1)C1=NC(=CC(=N1)C=1C(=CC(=NC1)N)C(F)(F)F)N1CCOCC1